O[C@@]1(C(CNCC1)(C)C)CN1C=C(C(=CC1=O)C1=CC=CC=C1)C(=O)N(C)C (S)-1-((4-hydroxy-3,3-dimethylpiperidin-4-yl)methyl)-N,N-dimethyl-6-oxo-4-phenyl-1,6-dihydropyridine-3-carboxamide